6-bromo-8-(4,4-difluoropiperidin-1-yl)-7-fluoro-N-(4-methoxybenzyl)quinolin-2-amine BrC=1C=C2C=CC(=NC2=C(C1F)N1CCC(CC1)(F)F)NCC1=CC=C(C=C1)OC